C(N)(=O)C=1N(N=C2N(CCNC21)C2CN(C2)C(=O)OC(C)(C)C)C2=CC=C(C=C2)OC2=C(C=CC(=C2)F)F tert-butyl 3-{3-carbamoyl-2-[4-(2,5-difluorophenoxy)phenyl]-2,4,5,6-tetrahydro-7H-pyrazolo[3,4-b]pyrazin-7-yl}azetidine-1-carboxylate